2-(3,5-dichloro-4-(3-(((1s,3s)-3-hydroxycyclobutyl)sulfonyl)-4-methoxyphenoxy)phenyl)-6-(difluoromethyl)-1,2,4-triazine-3,5(2H,4H)-dione ClC=1C=C(C=C(C1OC1=CC(=C(C=C1)OC)S(=O)(=O)C1CC(C1)O)Cl)N1N=C(C(NC1=O)=O)C(F)F